tert-Butylphenylacetylene C(C)(C)(C)C#CC1=CC=CC=C1